(1-(2-(2-methoxyethoxy)ethyl)-3-(pyridin-2-yl)-1H-pyrazol-4-yl)-5'-methyl-[2,3'-bipyridine]-6-carboxamide COCCOCCN1N=C(C(=C1)C=1C(=NC(=CC1)C(=O)N)C=1C=NC=C(C1)C)C1=NC=CC=C1